2,2-bis{4-(4-aminophenoxy)-3,5-dimethylphenyl}hexafluoropropane NC1=CC=C(OC2=C(C=C(C=C2C)C(C(F)(F)F)(C(F)(F)F)C2=CC(=C(C(=C2)C)OC2=CC=C(C=C2)N)C)C)C=C1